bis(2,3,4,5,6-pentafluorophenyl)bis(cyclopentadienyl)titanium FC1=C(C(=C(C(=C1F)F)F)F)[Ti](C1C=CC=C1)(C1C=CC=C1)C1=C(C(=C(C(=C1F)F)F)F)F